2-(4-(4-(2,6-dioxopiperidin-3-yl)-2,5-difluorophenyl)piperidin-1-yl)acetic acid O=C1NC(CCC1C1=CC(=C(C=C1F)C1CCN(CC1)CC(=O)O)F)=O